BrCC(CCCBr)Br 1,2,5-tribromopentane